CNC(=O)C=1C=C(C(=O)O)C=C(N1)C(C)C1=C2CC(NC2=CC=C1)=O 2-(methylcarbamoyl)-6-(1-(2-oxoindolin-4-yl)ethyl)isonicotinic acid